N\C(=C/C(=O)OCC(F)(F)F)\OCC(F)(F)F 2,2,2-Trifluoroethyl (E)-3-amino-3-(2,2,2-trifluoroethoxy)acrylate